8,8-Dimethyl-3-(trifluoromethyl)-5,6,7,8-tetrahydro-1,6-naphthyridine CC1(CNCC=2C=C(C=NC12)C(F)(F)F)C